5-Methyl-6-{[6-(1H-pyrazol-1-yl)pyridin-3-yl]methyl}-[1,2,5]oxadiazolo[3,4-b]pyridin-7-amine Trifluoro-Acetic Acid Salt FC(C(=O)O)(F)F.CC=1C(=C(C=2C(N1)=NON2)N)CC=2C=NC(=CC2)N2N=CC=C2